F[P-](F)(F)(F)(F)F.N1(NNC2=C1C=CC=C2)OC(N(C)C)=[N+](C)C 2-(2,3-dihydro-1H-benzo[d][1,2,3]triazol-1-yl)-1,1,3,3-tetramethylisouronium hexafluorophosphate